BrC1=C(C2=C(N(C(N(C2=O)C=2N=NC(=CC2)OC)=O)CC2=C(C=CC=C2C(F)(F)F)F)S1)CN(C(OC(C)(C)C)=O)C Tert-butyl N-[(6-bromo-1-{[2-fluoro-6-(trifluoromethyl) phenyl] methyl}-3-(6-methoxypyridazin-3-yl)-2,4-dioxothieno[2,3-d]pyrimidin-5-yl) methyl]-N-methylcarbamate